4-(benzyloxy)pyridin-2(1H)-one C(C1=CC=CC=C1)OC1=CC(NC=C1)=O